[Ba].[GeH](=O)O germanic acid barium